Cl.F[C@@H]1CC=2N(C=NC2[C@H](C(=O)NC=2SC=CN2)N2C(C3=CC(=CC(=C3C2)F)C2=CC=C(C=C2)N2CCNCC2)=O)C1 |&1:9| (2RS)-2-[(6R)-6-fluoro-6,7-dihydro-5H-pyrrolo[1,2-c]imidazol-1-yl]-2-[4-fluoro-1-oxo-6-(4-piperazin-1-ylphenyl)isoindolin-2-yl]-N-thiazol-2-yl-acetamide hydrochloride